6-(4-Amino-4-(pyridin-4-ylmethyl)piperidin-1-yl)-3-(2,3-dichlorophenyl)-1H-pyrazolo[3,4-d]pyrimidine-4-carboxamide NC1(CCN(CC1)C1=NC(=C2C(=N1)NN=C2C2=C(C(=CC=C2)Cl)Cl)C(=O)N)CC2=CC=NC=C2